ClC1=C(C=CC=C1)C=1N(C2=NC(=NC(=C2N1)N1CCC(CC1)C(F)(F)F)N1N=CC(=C1)C)C1=CC=C(C=C1)Cl 8-(2-chlorophenyl)-9-(4-chlorophenyl)-2-(4-methylpyrazol-1-yl)-6-[4-(trifluoromethyl)-1-piperidyl]purine